FC1=CC=C(C=C1)C1=NOC(=C1)C (3-(4-fluorophenyl))-5-methylisoxazole